C(N)([O-])=N carbamimidate